3-[(3S)-4,4-difluorotetrahydrofuran-3-yl]-1-methyl-1-[(1R)-1-pyridazin-4-ylethyl]urea FC1([C@H](COC1)NC(N([C@H](C)C1=CN=NC=C1)C)=O)F